OC[C@@H]1[C@H]2CC[C@H](CN1)N2C(=O)OC(C)(C)C tert-butyl (1R,2S,5R)-2-(hydroxymethyl)-3,8-diazabicyclo[3.2.1]octane-8-carboxylate